2-(5-(4-(2-(2-oxo-6-azaspiro[3.3]heptan-6-yl)ethoxy)-2-fluorophenyl)pyridin-2-yl)-N-benzyl-acetamide O=C1CC2(C1)CN(C2)CCOC2=CC(=C(C=C2)C=2C=CC(=NC2)CC(=O)NCC2=CC=CC=C2)F